FC1=CC(=C(OC=2C(=NC=NC2)N2CC3(CC2)CNCC3)C=C1)C=1C(=NC=NC1)C(C)C 2-(5-(4-fluoro-2-(4-isopropylpyrimidin-5-yl)phenoxy)pyrimidin-4-yl)-2,7-diazaspiro[4.4]Nonane